Ethyl 5-(trifluoromethyl)-1H-pyrrolo[2,3-b]pyridine-2-carboxylate FC(C=1C=C2C(=NC1)NC(=C2)C(=O)OCC)(F)F